2-cyclopropyl-5'-fluoro-2'-((4-(7-((2-oxo-2,3-dihydro-1H-benzo[d]imidazol-5-yl)methyl)-2,7-diazaspiro[4.4]non-2-yl)pyrimidin-5-yl)oxy)-[1,1'-biphenyl]-4-carbonitrile C1(CC1)C1=C(C=CC(=C1)C#N)C1=C(C=CC(=C1)F)OC=1C(=NC=NC1)N1CC2(CC1)CN(CC2)CC2=CC1=C(NC(N1)=O)C=C2